FC1=C(C=C(C=C1C)C1=C(C=CC=C1C)O)[C@H](CC(=O)OCC)NC(C(N1C(C=C(C=C1)C(F)(F)F)=O)C1=C(C=CC(=C1)CO)F)=O ethyl (3S)-3-{4-fluoro-2'-hydroxy-5,6'-dimethyl-[1,1'-biphenyl]-3-yl}-3-{2-[2-fluoro-5-(hydroxymethyl)phenyl]-2-[2-oxo-4-(trifluoromethyl)pyridin-1-yl]acetamido}propanoate